C(#N)CC=1N=C2N(N(C(C(=C2N2[C@H](CN([C@@H](C2)C)C(C)C=2C=C3N=C(C=NC3=CC2)C)C)C#N)=O)C)C1 2-(cyanomethyl)-8-((2S,5R)-2,5-dimethyl-4-(1-(3-methylquinoxalin-6-yl)ethyl)piperazin-1-yl)-5-methyl-6-oxo-5,6-dihydroimidazo[1,2-b]pyridazine-7-carbonitrile